3-(((7-(2-Aminopyrimidin-4-yl)-2,3-dihydrofuro[3,2-c]pyridin-4-yl)amino)methyl)-2-fluoro-N-(tetrahydro-2H-pyran-4-yl)benzamide NC1=NC=CC(=N1)C=1C2=C(C(=NC1)NCC=1C(=C(C(=O)NC3CCOCC3)C=CC1)F)CCO2